(2R,3R,4R,5R,6R)-2-(hydroxymethyl)-6-((5-(1-methylpiperidin-4-yl)isoxazol-3-yl)methyl)-4-(4-(3,4,5-trifluorophenyl)-1H-1,2,3-triazol-1-yl)tetrahydro-2H-pyran-3,5-diol OC[C@H]1O[C@@H]([C@@H]([C@H]([C@H]1O)N1N=NC(=C1)C1=CC(=C(C(=C1)F)F)F)O)CC1=NOC(=C1)C1CCN(CC1)C